Cl.N1(CCNCCC1)C=1C=CC=2N=CN=C(C2N1)N 6-(1,4-diazacycloheptan-1-yl)pyrido[3,2-d]Pyrimidine-4-amine hydrochloride